fluoro-2'-deoxycytidine-5'-triphosphate P(O)(=O)(OP(=O)(O)OP(=O)(O)O)OC[C@@H]1[C@H](C[C@@](O1)(N1C(=O)N=C(N)C=C1)F)O